CC1=CC(=NN1C=1C=C2C=CN(C2=CC1)CC1=CC=C(C=C1)C1=CC=C(C=C1)CN1CCNCC1)C(=O)N 5-Methyl-1-(1-((4'-(piperazin-1-ylmethyl)-[1,1'-biphenyl]-4-yl)methyl)-1H-indol-5-yl)-1H-pyrazol-3-carboxamid